Tert-butyl-(3-hydroxycyclobutane) carbamate C(N)(O)=O.C(C)(C)(C)C1CC(C1)O